Cl.C(#C)C1=CC=C(C=C1)CN1CCC(CC1)CO [1-[(4-Ethynylphenyl)methyl]-4-piperidyl]methanol hydrochloride